allylmalonyl-CoA C(C=C)C(C(=O)SCCNC(CCNC([C@@H](C(COP(OP(OC[C@@H]1[C@H]([C@H]([C@@H](O1)N1C=NC=2C(N)=NC=NC12)O)OP(=O)(O)O)(=O)O)(=O)O)(C)C)O)=O)=O)C(=O)O